O1C(=NC2=C1C=CC=C2)CCC=2C=C1C(=CC(=NC1=CC2)N(CC(=O)O)C)C2=CC=CC=C2 2-({6-[2-(1,3-benzoxazol-2-yl)ethyl]-4-phenylquinolin-2-yl}(methyl)amino)acetic acid